2-Methyl-6-((triethylsilyl)methyl)pyridine CC1=NC(=CC=C1)C[Si](CC)(CC)CC